piperidin-4-ylmethanesulfonic acid, trifluoroacetate salt FC(C(=O)O)(F)F.N1CCC(CC1)CS(=O)(=O)O